C(C)(C)(C)C1=C(C(=CC(=C1)N(C1=CC=CC=C1)C1=CC=CC=C1)C(C)(C)C)O 2,6-di-tert-butyl-4-(diphenylamino)phenol